N,N-dimethylpiperidin-4-amine CN(C)C1CCNCC1